C(#N)C1=[N+](C=CC=C1)C=CC1=CC=CC=C1 cyanostyrylpyridinium